BrC1=C(C=C2C(=NN(C2=C1)C)NCCC(=O)O)F 3-((6-bromo-5-fluoro-1-methyl-1H-indazol-3-yl)amino)propionic acid